ClC=1C=C(C=CC1Cl)C=1C=C2C(=NC1)NN=C2C(=O)C=2C(=C(C=CC2F)NS(=O)(=O)CCC)F N-(3-(5-(3,4-dichloro-phenyl)-1H-pyrazolo[3,4-b]pyridine-3-carbonyl)-2,4-difluorophenyl)-propane-1-sulfonamide